3-Bromo-9-[[4-(trifluoromethyl)phenyl]methyl]-1-oxa-2,9-diazaspiro[4.5]dec-2-ene BrC1=NOC2(C1)CCCN(C2)CC2=CC=C(C=C2)C(F)(F)F